C(C)(C)(C)OC(=O)N1CCOC2=C1C=C(C=C2)C=O 6-formyl-3,4-dihydro-2H-1,4-benzoxazine-4-carboxylic acid tert-butyl ester